N(=NC(=O)OC)C(=O)OC dimethyl azocarboxylate